BrC1=C(C=C(C=C1C)NC(OCC1=CC=CC=C1)=O)C benzyl N-(4-bromo-3,5-dimethylphenyl)carbamate